1'-((2-ethyl-5-fluoro-3-oxo-3,4-dihydroquinoxalin-6-yl)methyl)-2-fluoro-N-(methyl-d3)-1',2',3',6'-tetrahydro-[3,4'-bipyridine]-6-carboxamide C(C)C1=NC2=CC=C(C(=C2NC1=O)F)CN1CCC(=CC1)C=1C(=NC(=CC1)C(=O)NC([2H])([2H])[2H])F